CC1(C(=NOC1CC1=NC2=CC=CC=C2C(C1)=O)C1=CC=CC=C1)C 2-((4,4-dimethyl-3-phenyl-4,5-dihydroisoxazol-5-yl)methyl)quinolin-4-one